NC(C(O)C1=CC=CC=C1)C1=CC=CC=C1 2-amino-1,2-diphenylethan-1-ol